3,5-dibromobenzene BrC=1C=CC=C(C1)Br